n-methyldehydroalanine CNC(=C)C(=O)O